FC(C(C)(C)O)(F)C=1C=C(C=CC1)[C@@H](C)NC1=NC(=NC2=CC3=C(C=C12)N(C(C(O3)(C)C)=O)C)C (R)-4-((1-(3-(1,1-difluoro-2-hydroxy-2-methylpropyl)phenyl)ethyl)amino)-2,6,8,8-tetramethyl-6H-[1,4]oxazino[3,2-g]quinazolin-7(8H)-one